FC=1C=C2C(=C(NC2=CC1)C)CCNC(=O)C=1C=NC(=NC1)NC1=NC(=CC(=C1)C)C N-(2-(5-fluoro-2-methyl-1H-indol-3-yl)ethyl)-2-((4,6-dimethylpyridin-2-yl)amino)pyrimidine-5-carboxamide